(5'S,7a'R)-5'-(3,5-difluorophenyl)-1-(4-methylpyrimidine-2-carbonyl)tetrahydro-3'H-spiro[piperidine-4,2'-pyrrolo[2,1-b]-oxazol]-3'-one FC=1C=C(C=C(C1)F)[C@@H]1CC[C@H]2OC3(C(N21)=O)CCN(CC3)C(=O)C3=NC=CC(=N3)C